C(C)(C)(C)OC(=O)N1CCC(C=C1)O 4-hydroxy-3,4-dihydropyridine-1(2H)-carboxylic acid tert-butyl ester